2-bromo-N-(5-(thiazol-2-ylmethyl)pyridin-2-yl)propanamide BrC(C(=O)NC1=NC=C(C=C1)CC=1SC=CN1)C